FC(C1=CC=C(C=N1)OCC1CCN(CC1)C(=O)N1C[C@@H]2[C@@H](OCC(N2)=O)CC1)(F)F (4aR,8aS)-6-[4-[[6-(trifluoromethyl)-3-pyridinyl]oxymethyl]piperidine-1-carbonyl]-4,4a,5,7,8,8a-hexahydropyrido[4,3-b][1,4]oxazin-3-one